4-chloro-2-((2,3-dichlorophenylimino)-methyl)phenyl isobutyrate C(C(C)C)(=O)OC1=C(C=C(C=C1)Cl)C=NC1=C(C(=CC=C1)Cl)Cl